P(=O)(OC[N+]1=C(C(=CC=C1)C1=CC(=NO1)CC=1C=NC(=CC1)OC1=C(C=CC=C1)F)N)(O)[O-] (2-amino-3-(3-((6-(2-fluorophenoxy)pyridin-3-yl)methyl)isoxazol-5-yl)pyridin-1-ium-1-yl)methyl hydrogen phosphate